ClC=1C(=NC=CC1SC=1C=CC=2C(=NC=C(N2)N2CCC(CC2)(N)C)N1)N1CCCC1 1-(6-((3-chloro-2-(pyrrolidin-1-yl)pyridin-4-yl)thio)pyrido[2,3-b]pyrazin-2-yl)-4-methylpiperidin-4-amine